ethyl 2-(2-((7-(3-(((tert-butylsulfinyl)imino)methyl)-1H-pyrrol-1-yl)benzofuran-5-yl)methoxy)phenyl)acetate C(C)(C)(C)S(=O)N=CC1=CN(C=C1)C1=CC(=CC=2C=COC21)COC2=C(C=CC=C2)CC(=O)OCC